C1(=CC=CC=C1)C1CC=NN1C(=O)C1C2CN(CC1CC2)C2=CC(=NC=N2)C#N 6-(8-(5-phenyl-4,5-dihydro-1H-pyrazole-1-carbonyl)-3-azabicyclo[3.2.1]oct-3-yl)pyrimidine-4-carbonitrile